[2-(2-{6-[(3R)-3-Aminopiperidine-1-carbonyl]-4-methoxy-3-methylpyrazolo[1,5-a]pyridin-2-yl}-1-(cyclopropylmethyl)-1H-indol-6-yl)phenyl]methanol N[C@H]1CN(CCC1)C(=O)C=1C=C(C=2N(C1)N=C(C2C)C=2N(C1=CC(=CC=C1C2)C2=C(C=CC=C2)CO)CC2CC2)OC